BrC=1C(=CC=2C3=C(C(=NC2C1F)Cl)C=NN3[C@@H]3C[C@H](N(CC3)C(=O)OC(C)(C)C)CCO[Si](C)(C)C(C)(C)C)Cl tert-butyl (2S,4S)-4-(7-bromo-4,8-dichloro-6-fluoro-1H-pyrazolo[4,3-c]quinolin-1-yl)-2-(2-((tert-butyldimethylsilyl)oxy)ethyl)piperidine-1-carboxylate